Cl.FC=1C(=NC=NC1)N1C(N(C=2C=NC=3C=C(C(=CC3C21)C=2C=NN(C2)C)OC)C)=O 1-(5-Fluoropyrimidin-4-yl)-7-methoxy-3-methyl-8-(1-methyl-1H-pyrazol-4-yl)-1H,2H,3H-imidazo[4,5-c]quinolin-2-one hydrochloride